4,6-bis(1H-imidazol-1-yl)-N-((1r,4r)-4-methoxycyclohexyl)pyridinecarboxamide N1(C=NC=C1)C1=CC(=NC(=C1)N1C=NC=C1)C(=O)NC1CCC(CC1)OC